2-hydroxy-4-nonyloxybenzophenone OC1=C(C(=O)C2=CC=CC=C2)C=CC(=C1)OCCCCCCCCC